ClC=1C(=NC(=NC1)NC=1C=NC=C(C1)N1C(CCC1)=O)N1C(CC[C@H]1C1=CC=CC=C1)=O (S)-1-(5-chloro-2-((5-(2-oxopyrrolidin-1-yl)pyridin-3-yl)amino)pyrimidin-4-yl)-5-phenylpyrrolidin-2-one